4-[3-(Ethoxycarbonyl)thietan-3-yl]-7-fluoro-8-(2,3,5-trifluorophenyl)quinoline-3-carboxylic acid ethyl ester C(C)OC(=O)C=1C=NC2=C(C(=CC=C2C1C1(CSC1)C(=O)OCC)F)C1=C(C(=CC(=C1)F)F)F